CC1=CC=C(C=C1)C1(CCCC1)C(=O)O 1-(4-methylphenyl)-1-cyclopentanecarboxylic acid